CC1=C(C=C(C=C1)C)[N+](=O)[O-] 1,4-dimethyl-2-nitrobenzene